4-[1-(7-fluoro-1-methyl-[1,2,4]triazolo[4,3-a]quinazolin-5-yl)-3,4-dihydro-2H-quinolin-5-yl]-2,2-dimethyl-but-3-yn-1-ol FC=1C=C2C(=NC=3N(C2=CC1)C(=NN3)C)N3CCCC1=C(C=CC=C31)C#CC(CO)(C)C